N-(5-cyclobutyl-6-(4-ethynyl-2-hydroxyphenyl)pyridazin-3-yl)-2-(methylamino)acetamide C1(CCC1)C=1C=C(N=NC1C1=C(C=C(C=C1)C#C)O)NC(CNC)=O